2-(3-bromo-4-fluorophenyl)-N-(3-(1-methyl-1H-pyrrol-3-yl)quinoxalin-6-yl)acetamide BrC=1C=C(C=CC1F)CC(=O)NC=1C=C2N=C(C=NC2=CC1)C1=CN(C=C1)C